SCCSC(CS)C(CCC)S 2-(2-mercaptoethylthio)-1,3-dimercaptohexane